ClC=1C=C(C=CC1OC(F)(F)F)N1C=NC(=C1)N 1-(3-chloro-4-(trifluoromethoxy)phenyl)-1H-imidazol-4-amine